5-((R)-1-(((S)-tert-butylsulfinyl)amino)-3-methylbutyl)thiophene-3-carboximidamide C(C)(C)(C)[S@](=O)N[C@H](CC(C)C)C1=CC(=CS1)C(N)=N